2,2,6,6-tetramethyl-3,5-heptanediol benzoate phenylglyoxylate C1(=CC=CC=C1)C(C(=O)OC(CC(C(C)(C)C)OC(C1=CC=CC=C1)=O)C(C)(C)C)=O